ClC1=C(C=C(OC2=CC=C(C=C2)CCOC2=NC(N3C(N4[C@@]5(CO[C@H](C4)C5)CC3)=C2)=O)C=C1)C(F)(F)F (7aS,10S)-2-(4-(4-chloro-3-(trifluoromethyl)phenoxy)phenylethoxy)-6,7,10,11-tetrahydro-4H,8H-7a,10-methanopyrimido[6',1':2,3]pyrimido[6,1-c][1,4]oxazin-4-one